((2S*,3S*)-4-bromo-5-chloro-6-fluoro-3-methyl-2-(pyridin-2-yl)-2,3-dihydrobenzofuran-2-yl)methanol BrC1=C(C(=CC2=C1[C@@H]([C@](O2)(C2=NC=CC=C2)CO)C)F)Cl |o1:7,8|